4-(2,6-bis(benzyloxypyridin-3-yl)phenyl)azetidine-3-carboxylic acid C(C1=CC=CC=C1)OC1=NC=CC=C1C1=C(C(=CC=C1)C=1C(=NC=CC1)OCC1=CC=CC=C1)C1C(CN1)C(=O)O